C1(CC1)C1=C(C(=NO1)C1=C(C=CC=C1Cl)Cl)CO[C@H]1[C@@H]2CN([C@H](C1)C2)C=2SC1=C(N2)C(=CC(=C1)C(=O)O)C(C)C 2-[(1S,4S,5R)-5-[[5-cyclopropyl-3-(2,6-dichlorophenyl)-1,2-oxazol-4-yl]methoxy]-2-azabicyclo[2.2.1]heptan-2-yl]-4-(propan-2-yl)-1,3-benzothiazole-6-carboxylic acid